C(C)OC1=CC(=C(C=C1)C1=CN=CC(=N1)C(=O)OC)OCOC methyl 6-(4-ethoxy-2-(methoxymethoxy)phenyl)pyrazine-2-carboxylate